C1(CC1)COC=1C=C(C=CC1F)[C@@H](CC)NS(=O)(=O)CCCOCN(CCC(=O)OCC)C(=O)OCC ethyl (R)-3-(((3-(N-(1-(3-(cyclopropylmethoxy)-4-fluorophenyl)propyl)sulfamoyl)propoxy)methyl)(ethoxycarbonyl)amino)propanoate